N1(CCCC12CCNCC2)CC2=C(C=C(C=C2)C(F)(F)F)N2CCS(CC2)(=O)=O 4-(2-((1,8-diazaspiro[4.5]decan-1-yl)methyl)-5-(trifluoromethyl)phenyl)thiomorpholine 1,1-dioxide